CC=1C(=C2C=CNC2=C(C1)C)O[C@@H]1CN(C[C@H]1C1=CC=CC=C1)CC(F)(F)F |r| racemic-5,7-dimethyl-4-(((3S*-4R*)-4-phenyl-1-(2,2,2-trifluoroethyl)pyrrolidin-3-yl)oxy)-1H-indole